1-(2,6,6-trimethyl-2-cyclohexene-1-yl)-1,6-heptadien-3-one CC=1C(C(CCC1)(C)C)C=CC(CCC=C)=O